C(C)OC(=C)C1=NC=2N(C=C1)N=C(C2)C 5-(1-ethoxyvinyl)-2-methylpyrazolo[1,5-a]pyrimidine